C(C)(C)(C)N(C(O)=O)C(CC1=CC(=CC(=C1)F)F)C1=C(C=C2C(=N1)N=C(S2)N2CCOCC2)C2=CC(=C(C=C2)F)C#N.BrC=2C(=CC(=C(C2)CC(=O)N)[N+](=O)[O-])OC (5-bromo-4-methoxy-2-nitro-phenyl)acetamide tert-butyl-(1-(6-(3-cyano-4-fluorophenyl)-2-morpholinothiazolo[4,5-b]pyridin-5-yl)-2-(3,5-difluorophenyl)ethyl)carbamate